(7R)-2-chloro-8-cyclopentanyl-7-ethyl-7,8-dihydro-6(5H)-pteridinone ClC1=NC=2N([C@@H](C(NC2C=N1)=O)CC)C1CCCC1